(ethyl)-carbamic acid tert-butyl ester C(C)(C)(C)OC(NCC)=O